(3R)-3-{[9-fluoro-2-(4-fluorophenyl)[1,2,4]triazolo[1,5-c]quinazolin-5-yl]amino}azepin-2-one FC1=CC=2C=3N(C(=NC2C=C1)NC=1C(N=CC=CC1)=O)N=C(N3)C3=CC=C(C=C3)F